trans-4-[(6-cyano-5-fluoro-indol-1-yl)methyl]cyclohexanecarboxylic acid C(#N)C1=C(C=C2C=CN(C2=C1)C[C@@H]1CC[C@H](CC1)C(=O)O)F